ClC=1C=2C(NC3N(C2C=CC1)C1=CC=C(C=C1C31CCCCC1)C1CCNCC1)=O 4'-chloro-9'-(piperidin-4-yl)-6',6a'-dihydro-5'H-spiro[cyclohexane-1,7'-indolo[1,2-a]quinazolin]-5'-one